CCCCN1C=NC=C1 1-(4-butyl)imidazole